FC=1C=CC(=C(C1)C=1C=NC=2CCN(CC2C1)C=1C(=C(C=2N(N1)C(C=CN2)=O)C)C)C 7-(3-(5-fluoro-2-methylphenyl)-7,8-dihydro-1,6-naphthyridin-6(5H)-yl)-8,9-dimethyl-4H-pyrimido[1,2-b]pyridazin-4-one